N-(7-bromoisochroman-4-yl)-4-((2,4-dimethoxybenzyl)amino)-N-methyl-1,3-dihydrofuro[3,4-c]quinoline-8-carboxamide BrC1=CC=C2C(COCC2=C1)N(C(=O)C1=CC=2C3=C(C(=NC2C=C1)NCC1=C(C=C(C=C1)OC)OC)COC3)C